(3,5-difluoropyridin-2-yl)methoxy-3'-fluoro-5',6-dimethyl-2H-[1,4'-bipyridyl]-2-one FC=1C(=NC=C(C1)F)COC=1C(N(C(=CC1)C)C1=C(C=NC=C1C)F)=O